(S)-3-(3-(1H-indol-6-yl)ureido)-3-(4-benzyl-3,4-dihydro-2H-benzo[b][1,4]thiazin-6-yl)-N,N-dimethylpropanamide N1C=CC2=CC=C(C=C12)NC(N[C@@H](CC(=O)N(C)C)C1=CC2=C(SCCN2CC2=CC=CC=C2)C=C1)=O